[2-Hydroxy-1-(4-methoxyphenyl) propyl]4-methoxybenzoate OC(C(C1=CC=C(C=C1)OC)OC(C1=CC=C(C=C1)OC)=O)C